4-(dimethylamino)butan-2-ol CN(CCC(C)O)C